(R)-4-(3-cyclopropylpiperazin-1-yl)-N-(7-fluoro-2-methylimidazo[1,2-a]pyridin-6-yl)-2,3-dihydro-1H-pyrrolo[2,3-b]pyridine-1-carboxamide hydrochloride Cl.C1(CC1)[C@@H]1CN(CCN1)C1=C2C(=NC=C1)N(CC2)C(=O)NC=2C(=CC=1N(C2)C=C(N1)C)F